N'-(6-(3-methoxyphenyl)-4-methylpyridazin-3-yl)-N,N-dimethylformamidine COC=1C=C(C=CC1)C1=CC(=C(N=N1)N=CN(C)C)C